FC=1C(=NC=C(C1)F)CNC(=O)C1=CN=C(S1)N1CCC(CC1)N1C[C@@H](CCC1)CCC |r| rac-N-[(3,5-difluoropyridin-2-yl)methyl]-2-(3-propyl-[1,4'-bipiperidin]-1'-yl)-1,3-thiazole-5-carboxamide